(8-chloro-2-(methylsulfanyl)pyrido[3,4-d]pyrimidin-6-yl)methanol ClC1=NC(=CC2=C1N=C(N=C2)SC)CO